ClC=1C(=CC(=C(C1)C1=C(C=C2C(NC(NC2=C1SC[C@@H](CO)OCOC)=O)=O)C(F)(F)F)F)F 7-(5-chloro-2,4-difluorophenyl)-8-(((R)-3-hydroxy-2-(methoxymethoxy)propyl)thio)-6-(trifluoromethyl)quinazoline-2,4(1H,3H)-dione